(pyridin-2-yl)-1H-pyrazole N1=C(C=CC=C1)N1N=CC=C1